S(=O)(=O)(N)N anti-sulfamide